4-(2-(pyrrolidin-1-yl)ethoxy)-3-(trifluoromethyl)aniline ethyl-5-(4,4-difluoropiperidin-1-yl)imidazo[1,2-a]pyridine-7-carboxylate C(C)OC(=O)C1=CC=2N(C(=C1)N1CCC(CC1)(F)F)C=CN2.N2(CCCC2)CCOC2=C(C=C(N)C=C2)C(F)(F)F